COC(=O)C1CC2=C(C=CC(=C2C1)N)F 4-amino-7-fluoro-2,3-dihydro-1H-indene-2-carboxylic acid methyl ester